N1=CC(=CC=C1)C=1C=C2C=C(NC2=CC1)CN1CCN(CC1)C1=CC=NC=C1 5-(3-pyridyl)-2-[[4-(4-pyridyl)piperazin-1-yl]methyl]-1H-indole